C(C1=CC=CC=C1)OC(=O)N1C[C@H](CC1)N1N=CC(=C1)CNC(=O)OC(C)(C)C (S)-3-(4-(((tert-butoxycarbonyl)amino)methyl)-1H-pyrazol-1-yl)pyrrolidine-1-carboxylic acid benzyl ester